C(C)(=O)N1CCN(CC1)C1=CC=C(C=C1)C=1OC2=C(C=C(C=C2C(C1C)=O)C)[C@H](C)NC1=C(C(=O)O)C=CC=C1 2-[[(1S)-1-[2-[4-(4-acetylpiperazin-1-yl)phenyl]-3,6-dimethyl-4-oxo-chromen-8-yl]ethyl]amino]benzoic acid